C(C)C=1C=C(C(=CC1)OC)O 4-ethylguaiacol